CC1=C(C(=O)P(C2=C(C=C(C=C2)OCCCCCCCC)OCCCCCCCC)(C(C2=C(C=C(C=C2C)C)C)=O)=O)C(=CC(=C1)C)C bis(2,4,6-trimethylbenzoyl)-2,4-dioctyloxyphenylphosphine oxide